BrC1=C(C(=O)OC(C)(C)C)C(=CC=C1)C tert-Butyl 2-bromo-6-methylbenzoate